CS(=O)(=O)O[C@H](CC1=CC2=C(OCO2)C=C1)C (S)-1-(benzo[d][1,3]dioxol-5-yl)propan-2-yl methanesulfonate